N-(5-(4-fluorobenzo[d][1,3]dioxol-5-yl)-1-(3-hydroxy-3-methylbutyl)-1H-pyrazolo[3,4-b]pyridin-3-yl)furan-3-carboxamide FC1=C(C=CC=2OCOC21)C=2C=C1C(=NC2)N(N=C1NC(=O)C1=COC=C1)CCC(C)(C)O